COC(=O)C1(C=CC=C1)[Pt](C)(C)C (methoxycarbonyl-cyclopentadienyl)-trimethylplatinum (IV)